3-[(3-morpholinopropyl)dimethylsilyl]styrene O1CCN(CC1)CCC[Si](C=1C=C(C=C)C=CC1)(C)C